C(CCCC=C)OCCC 3-(hex-5-enyloxy)-propane